benzyl 4-((2,4-dihydroxy-3,6-dimethylbenzoyl)oxy)-2,3,5,6-tetramethylbenzoate OC1=C(C(=O)OC2=C(C(=C(C(=O)OCC3=CC=CC=C3)C(=C2C)C)C)C)C(=CC(=C1C)O)C